CN(CCNC(=O)C1=NN(C=C1NC(=O)C=1N=C(OC1)C1=CC(=NC=C1)N(C(OC(C)(C)C)=O)CC(F)(F)F)C1=CC=C(C=C1)C=O)C Tert-butyl N-[4-[4-[[3-[2-(dimethylamino)ethylcarbamoyl]-1-(4-formylphenyl)pyrazol-4-yl] carbamoyl]oxazol-2-yl]-2-pyridyl]-N-(2,2,2-trifluoroethyl)carbamate